aluminum tris(ethylacetoacetate) acetate C(C)(=O)[O-].C(C)CC(CC(=O)[O-])=O.C(C)CC(CC(=O)O)=O.C(C)CC(CC(=O)[O-])=O.[Al+3]